boron dihydroxybenzene OC1=C(C=CC=C1)O.[B]